CCN(CC)CCNC(=O)C1=CC(=C(C=C1OC)NC(=O)C)Cl 4-acetamido-5-chloro-N-[2-(diethylamino)ethyl]-2-methoxybenzamide